(1R,2R)-3-((benzyloxy)carbonyl)cyclopropane-1,2-dicarboxylic acid C(C1=CC=CC=C1)OC(=O)C1[C@@H]([C@H]1C(=O)O)C(=O)O